2-((benzyloxy)methyl)-1-((2-nitrophenyl)sulfonyl)aziridine C(C1=CC=CC=C1)OCC1N(C1)S(=O)(=O)C1=C(C=CC=C1)[N+](=O)[O-]